isopropoyl-2-oxazoline C(CC=1OCCN1)(C)=O